N-(6-methylpyridin-3-yl)isoquinolin-1-amine formate C(=O)O.CC1=CC=C(C=N1)NC1=NC=CC2=CC=CC=C12